6-(4-amino-4-phenylpiperidin-1-yl)-3-(4-chloro-2-methyl-2H-indazol-5-yl)-1H-pyrazolo[3,4-d]pyrimidine-4-carbonitrile NC1(CCN(CC1)C1=NC(=C2C(=N1)NN=C2C2=C(C1=CN(N=C1C=C2)C)Cl)C#N)C2=CC=CC=C2